methyl-1,5,7-triaza-bicyclo[4.3.0]non-6-ene CC1N2CCN=C2NCC1